OC=1C(=C(C(=NC1CC(C)C)CCC1=CC=C(C=C1)OC)C(=O)O)C(=O)O 5-hydroxy-6-isobutyl-2-(4-methoxyphenylethyl)pyridine-3,4-dicarboxylic acid